(1R)-1,2,3,4-tetrahydro-1-naphthalenyl 2-[1-[2-[3,5-bis(difluoromethyl)-1H-pyrazol-1-yl] acetyl]-4-piperidinyl]-4-thiazolecarboxylate FC(C1=NN(C(=C1)C(F)F)CC(=O)N1CCC(CC1)C=1SC=C(N1)C(=O)O[C@@H]1CCCC2=CC=CC=C12)F